COC=1C=C(C=CC1)C#CC(=O)C1=CC=CC=C1 3-(3-methoxyphenyl)-1-phenylprop-2-yn-1-one